(Z)-methyl 4-((6-((2,6-dimethoxybenzyl)sulfonyl)-3-oxo-3,4-dihydro-2H-benzo[b][1,4]thiazin-2-ylidene)methyl)benzoate COC1=C(CS(=O)(=O)C2=CC3=C(S\C(\C(N3)=O)=C/C3=CC=C(C(=O)OC)C=C3)C=C2)C(=CC=C1)OC